methyl (6-(7,7-difluoro-2-((2S,3R)-3-hydroxy-2-methylazetidin-1-yl)-6,7-dihydro-5H-cyclopenta[d]pyrimidin-4-yl)-4-fluoro-2,3-dihydrobenzofuran-3-yl)carbamate FC1(CCC2=C1N=C(N=C2C2=CC1=C(C(CO1)NC(OC)=O)C(=C2)F)N2[C@H]([C@@H](C2)O)C)F